C1(CCCC1)C/C=C/C(=O)N[C@H](CC(=O)OC(C)(C)C)C(=O)NCCC1=CC=C(C=C1)O tert-butyl (3R)-3-[[(E)-4-cyclopentylbut-2-enoyl]amino]-4-[2-(4-hydroxyphenyl) ethylamino]-4-oxo-butanoate